C(C)C1=CC=C(C=C1)N1C=NN(C1=O)CC1=CC(=C(OC(C(=O)OCC)(C)C)C(=C1)C)C Ethyl 2-(4-((4-(4-ethylphenyl)-5-oxo-4,5-dihydro-1H-1,2,4-triazol-1-yl)methyl)-2,6-dimethylphenoxy)-2-methylpropionate